CN1C(=CC2=CC=CC=C12)C1=NC(=NO1)C1=CC=C(C2=CC=CC=C12)CN1CC(C1)C(=O)O 1-((4-(5-(1-methyl-1H-indol-2-yl)-1,2,4-oxadiazol-3-yl)naphthalen-1-yl)methyl)azetidine-3-carboxylic acid